(5-methyl-1H-pyrazol-3-yl)-N2-((3-exo)-8-(pyridin-3-ylsulfonyl)-8-azabicyclo[3.2.1]oct-3-yl)quinazolin-2,4-diamine CC1=CC(=NN1)C1=C2C(=NC(=NC2=CC=C1)NC1CC2CCC(C1)N2S(=O)(=O)C=2C=NC=CC2)N